1,1-dimethylethyl 4-[4-[(1S)-5-chloro-6-oxo-4-[[(3S)-tetrahydropyran-3-yl]methylamino]pyridazin-1-yl]phenyl]piperidine-1-carboxylate ClC1=C(C=NN(C1=O)C1=CC=C(C=C1)C1CCN(CC1)C(=O)OC(C)(C)C)NC[C@H]1COCCC1